1-[3-[2-[2-(2-Fluorophenyl)ethyl]-4-hydroxy-5-methyl-pyrazol-3-yl]-1H-1,2,4-triazol-5-yl]-5-methyl-pyrazolo[3,4-c]pyridine-3-carboxamide FC1=C(C=CC=C1)CCN1N=C(C(=C1C1=NNC(=N1)N1N=C(C=2C1=CN=C(C2)C)C(=O)N)O)C